C1NCC12CCC(CC2)CCNC2=C1C(N(C(C1=CC=C2)=O)C2C(NC(CC2)=O)=O)=O 4-[2-(2-Azaspiro[3.5]nonan-7-yl)ethylamino]-2-(2,6-dioxo-3-piperidyl)isoindoline-1,3-dione